I[SiH](I)I Triiodosilane